trimethylolpropane (mercaptopropionate) SC(C(=O)O)C.C(O)C(CC)(CO)CO